C1(CC1)N1N=CC(=C1)CN(C(OCC(F)F)=O)N1C(C2=CC(=CC=C2C1)C=1OC(=NN1)C(F)F)=O 2,2-difluoroethyl [(1-cyclopropyl-1H-pyrazol-4-yl)methyl]{6-[5-(difluoromethyl)-1,3,4-oxadiazol-2-yl]-1-oxo-1,3-dihydro-2H-isoindol-2-yl}carbamate